CC1=CC2=C(N=C(N=C2)NC2=CC(=C(C=C2)OC2CCN(CC2)C)C)N1C1=CC=CC(=N1)NS(=O)(=O)C N-(6-(6-methyl-2-((3-methyl-4-((1-Methylpiperidin-4-yl)oxy)phenyl)amino)-7H-pyrrolo[2,3-d]pyrimidin-7-yl)pyridin-2-yl)methanesulfonamide